methoxymethyl 4-((4-(benzyloxy)-2,3,6-trimethylbenzoyl)oxy)-3-ethyl-5-iodo-2,6-dimethylbenzoate C(C1=CC=CC=C1)OC1=C(C(=C(C(=O)OC2=C(C(=C(C(=O)OCOC)C(=C2I)C)C)CC)C(=C1)C)C)C